4-(3,4-dimethoxybenzyl)-6-hydroxy-5-oxo-4,5-dihydrothieno[3,2-b]pyridine-7-carboxylic acid COC=1C=C(CN2C3=C(C(=C(C2=O)O)C(=O)O)SC=C3)C=CC1OC